(R)-5-(3-morpholino-5-((tetrahydrofuran-3-yl)sulfonyl)phenyl)pyrimidin-2-amine O1CCN(CC1)C=1C=C(C=C(C1)S(=O)(=O)[C@H]1COCC1)C=1C=NC(=NC1)N